6-[6-(2,2-difluoro-1-methyl-propoxy)-3-pyridinyl]-[1,2,4]Triazolo[4,3-a]Pyrazine FC(C(OC1=CC=C(C=N1)C=1N=CC=2N(C1)C=NN2)C)(C)F